C1(CCCC1)N1CCC(CC1)[C@@H](C)NS(=O)(=O)C1=CC(=C(C=C1)NC(C1=C(C=CC=C1)C)=O)C (R)-N-(4-(N-(1-(1-cyclopentylpiperidin-4-yl)ethyl)sulfamoyl)-2-methylphenyl)-2-methylbenzamide